CC(CCC=C)(C)C tri-methyl-4-pentene